2-(trifluoromethyl)benzene-1,4-diamine FC(C1=C(C=CC(=C1)N)N)(F)F